C(C1=CC=CC=C1)OC1=CC=C(C=C1)C(C=1C=C(C=CC1)NC(=O)C1=CC(=NN1C1=CC(=CC=C1)C#N)C(F)(F)F)NCC1CC1 N-(3-((4-(benzyloxy)phenyl)(cyclopropylmethylamino)methyl)phenyl)-1-(3-cyanophenyl)-3-(trifluoromethyl)-1H-pyrazole-5-carboxamide